(4S)-4-((2S)-2-(2-acetamido-2-(naphthalen-1-yl)acetamido)propanamido)-5-amino-5-oxopentanoic acid C(C)(=O)NC(C(=O)N[C@H](C(=O)N[C@@H](CCC(=O)O)C(=O)N)C)C1=CC=CC2=CC=CC=C12